C(C)(C)(C)OC(CCC(CN(C(=O)OC(C)(C)C)C(=O)OC(C)(C)C)(F)F)=O 5-[bis(t-Butoxycarbonyl)amino]-4,4-difluoropentanoic acid tert-butyl ester